2-[[(3S)-1-(3-fluoropropyl)pyrrolidin-3-yl]methyl]thiazole FCCCN1C[C@@H](CC1)CC=1SC=CN1